(S)-2-((2,2-dimethyl-1,3-dioxolan-4-yl)methoxy)pyrimidin-4-amine CC1(OC[C@@H](O1)COC1=NC=CC(=N1)N)C